7-(4-bromo-3-chloro-benzoyl)-N-[(2,4-dimethoxyphenyl)methyl]-3-oxo-2-[4-(2,2,2-trifluoroethoxy)phenyl]-6,8-dihydro-5H-imidazo[1,5-a]pyrazine-1-carboxamide BrC1=C(C=C(C(=O)N2CC=3N(CC2)C(N(C3C(=O)NCC3=C(C=C(C=C3)OC)OC)C3=CC=C(C=C3)OCC(F)(F)F)=O)C=C1)Cl